C(C)(C)(C)OC(=O)N1CCN(CC1)C1=C2N=CC(=NC2=C(C=C1)C(NC=1C=C(C=2N(C1)C=C(N2)C)F)=O)OC 4-[8-({8-fluoro-2-methylimidazo[1,2-a]pyridin-6-yl}carbamoyl)-2-methoxyquinoxalin-5-yl]piperazine-1-carboxylic acid tert-butyl ester